NC=1SC(=C(N1)C1=CC=CC=C1)OC1=CC(=NC=C1)NC=1C=CC(=NC1)C(C)(C)O 2-(5-((4-((2-amino-4-phenylthiazol-5-yl)oxy)pyridin-2-yl)amino)pyridin-2-yl)propan-2-ol